C12C(C3CC(CC(C1)C3)C2)NCCNC(=O)C2=NN(C(=C2C)C2=CC=C(C=C2)Cl)C2=CC(=CC(=C2)Cl)Cl N-(2-((1r,3r,5r,7r)-adamantan-2-ylamino)ethyl)-5-(4-chloro-phenyl)-1-(3,5-dichloro-phenyl)-4-methyl-1H-pyrazole-3-carboxamide